(R)-5-(3-acrylamidopiperidin-1-yl)-2,3-dioxo-pyridine C(C=C)(=O)N[C@H]1CN(CCC1)C1=CC(C(N=C1)=O)=O